C(C(C)(C)C)(=O)OCCCCCCCCCCCCCCCC(C)C Isostearyl Neopentaneate